(1R,5S)-3-(6-chloro-4-(trifluoromethyl)pyridin-2-yl)-3,8-diazabicyclo[3.2.1]octane-8-carboxylic acid tert-butyl ester C(C)(C)(C)OC(=O)N1[C@H]2CN(C[C@@H]1CC2)C2=NC(=CC(=C2)C(F)(F)F)Cl